(1-menthoxy)-2-methyl-1,2-propandiol C1(CCC(CC1)C(C)C)(C)OC(C(C)(O)C)O